BrC=1C=C(C=C(C1)C#N)N(C(=O)C1OC(C(C(C1OC)N1N=NC(=C1)C1=CC(=CC=C1)F)O)CO)[C@H]1[C@@H](CCC1)O N-(3-bromo-5-cyanophenyl)-4-(4-(3-fluorophenyl)-1H-1,2,3-triazol-1-yl)-5-hydroxy-N-((1R,2R)-2-hydroxycyclopentyl)-6-(hydroxymethyl)-3-methoxytetrahydro-2H-pyran-2-carboxamide